4-(Carboxybutyl)triphenylphosphonium Bromide C1=CC=C(C=C1)[P+](CCCCC(=O)O)(C2=CC=CC=C2)C3=CC=CC=C3.[Br-]